FC(C(=O)O)(F)F.FC(C(=O)O)(F)F.N1C(=CC=2C=NC=CC21)CNC(CN2C(=NC=C(C2=O)NCC2(CCC2)C2=CC=CC=C2)NC(C)C)=O N-((1H-PYRROLO[3,2-C]PYRIDIN-2-YL)METHYL)-2-(2-(ISOPROPYLAMINO)-6-oxo-5-(((1-PHENYLCYCLOBUTYL)METHYL)AMINO)PYRIMIDIN-1(6H)-YL)ACETAMIDE DI-TRIFLUOROACETATE